CC=1C(=C(C(=C(C1)O)CCCCCCCCC)C)C trimethylnonylphenol